FC1=C(C=NO)C=C(C=C1)O 2-Fluoro-5-hydroxy-benzaldehyde oxime